C[Si]([N-][Si](C)(C)C)(C)C.[Na+] sodium 1,1,1,3,3,3-hexamethyldisilazan-2-ide